O(C1=CC=CC=C1)[Sn](OC1=CC=CC=C1)(OC1=CC=CC=C1)OC1=CC=CC=C1 tetraphenoxytin